CN1C=NC2=C1C(=C(C=C2C2=CC=C(C=C2)OC(F)(F)F)CNC(C=C)=O)S(=O)(=O)C N-[[3-methyl-4-methylsulfonyl-7-[4-(trifluoromethoxy)phenyl]benzimidazol-5-yl]methyl]prop-2-enamide